4-((1S,2S)-1-(dimethylamino)-2-((3-methyl-4-oxo-3,4-dihydrophthalazin-1-yl)-amino)propyl)benzoic acid CN([C@H]([C@H](C)NC1=NN(C(C2=CC=CC=C12)=O)C)C1=CC=C(C(=O)O)C=C1)C